BrC=1C=CC2=C(C=C(O2)C2=NN=C(O2)S)C1 5-(5-bromobenzofuran-2-yl)-1,3,4-oxadiazole-2-thiol